3,3-Diphenyl-3-(imidazol-1-yl)-propyn (S)-tert-butyl-4-(6,7-dichloro-1-(4-isopropylthiazol-5-yl)-2-oxo-1,2-dihydropyrido[2,3-d]pyrimidin-4-yl)-3-methylpiperazine-1-carboxylate C(C)(C)(C)OC(=O)N1C[C@@H](N(CC1)C=1C2=C(N(C(N1)=O)C1=C(N=CS1)C(C)C)N=C(C(=C2)Cl)Cl)C.C2(=CC=CC=C2)C(C#C)(N2C=NC=C2)C2=CC=CC=C2